(R)-2-(3-(4-amino-2-oxo-3-(4-phenoxyphenyl)-2,3-dihydro-1H-imidazo[4,5-c]pyridin-1-yl)piperidine-1-carbonyl)-4-methyl-4-(4-methyl-3-oxopiperazin-1-yl)pent-2-enenitrile NC1=NC=CC2=C1N(C(N2[C@H]2CN(CCC2)C(=O)C(C#N)=CC(C)(N2CC(N(CC2)C)=O)C)=O)C2=CC=C(C=C2)OC2=CC=CC=C2